C(CCCCCCCCC(=O)O)(=O)O.N1CCOCC1 morpholine sebacate